(8R)-8-isopropyl-6-(naphthalen-2-ylmethyl)-7,11-dioxo-N-(thiophen-2-ylmethyl)-4a,5,6,7,8,9-hexahydrothieno[3',2':4,5]pyrimido[1,2-a][1,4]diazepine-4(11H)-carboxamide C(C)(C)[C@H]1C(N(CC2N(C1)C(C1=C(N2C(=O)NCC=2SC=CC2)C=CS1)=O)CC1=CC2=CC=CC=C2C=C1)=O